ICCC1=CC=C(C=C1)CCI 1,4-bis(2-iodoethyl)benzene